2-(1-methyl-1H-indazole-5-carboxamido)-3-(4-(3-(5,6,7,8-tetrahydro-1,8-naphthyridin-2-yl)propoxy)phenyl)propanoic acid CN1N=CC2=CC(=CC=C12)C(=O)NC(C(=O)O)CC1=CC=C(C=C1)OCCCC1=NC=2NCCCC2C=C1